1-methyl-4-(quinolin-3-yl)-1H-pyrazole CN1N=CC(=C1)C=1C=NC2=CC=CC=C2C1